CN=P(N(C)C)(N(C)C)N(C)C methylimino-tris(dimethylamino)phosphorane